FC1(CCC(CC1)NC1=C(C(=CC(=N1)N1N=C(C=C1)C(=O)OCC)NC)[N+](=O)[O-])F ethyl 1-(6-((4,4-difluorocyclohexyl)amino)-4-(methylamino)-5-nitropyridin-2-yl)-1H-pyrazole-3-carboxylate